N-(2-(dimethylamino)-2-phenylethyl)-3,3-dimethyl-5-(trifluoromethyl)-2,3-dihydro-1H-pyrrolo[3,2-b]pyridine-1-carboxamide CN(C(CNC(=O)N1CC(C2=NC(=CC=C21)C(F)(F)F)(C)C)C2=CC=CC=C2)C